FC(OC=1C=C(C=CC1)C1=C(C(=CC=C1O)CC1=C(C=C(OCC(=O)O)C=C1C)C)F)F 2-(4-((3'-(difluoromethoxy)-2-fluoro-6-hydroxy-[1,1'-biphenyl]-3-yl)methyl)-3,5-dimethylphenoxy)acetic acid